(R)-N-(3-(1-((2-Amino-5-chloropyridin-3-yl)oxy)ethyl)-4-chlorophenyl)-3-(methylsulfonyl)benzamid NC1=NC=C(C=C1O[C@H](C)C=1C=C(C=CC1Cl)NC(C1=CC(=CC=C1)S(=O)(=O)C)=O)Cl